N1=C(C=NC=C1)CS(=O)(=O)NC pyrazin-2-yl-N-methylmethanesulfonamide